C(CCCCCCCCCCC)(=O)C1=CC=C(C=C1)C=C(C#N)C1=CC=C(C=C1)C(=CC1=CC=C(C=C1)C(CCCCCCCCCCC)=O)C#N 1,4-bis-(4-dodecanoyl-phenyl-1-cyanovinyl)benzene